OC1CC(N(C(C1)(CC)CC)CCCCCC(=O)O)(CC)CC 6-(4-hydroxy-2,2,6,6-tetraethyl-piperidin-1-yl)-hexanoic acid